The molecule is an ammonium ion derivative resulting from the protonation of the tertiary amino group of 19-O-acetylhoerhammericine. The major species at pH 7.3. Note the stereoconfiguration of the epoxy group is based on CHEBI:144374, and of the 19-acetoxy group on CHEBI:144372. It is an ammonium ion derivative and an indole alkaloid cation. It is a conjugate acid of a 19-O-acetylhoerhammericine. C[C@H]([C@]12CC(=C3[C@@]4([C@H]1[NH+](CC4)C[C@H]5[C@@H]2O5)C6=CC=CC=C6N3)C(=O)OC)OC(=O)C